CC1=C(C=CC=C1C)[NH+]1CCN(CC1)C(CN1N=C(C2=C1CCCCC2)C(=O)N2CCCC2)=O 1-[4-(2,3-dimethylphenyl)piperazin-4-ium-1-yl]-2-[3-(pyrrolidine-1-carbonyl)-5,6,7,8-tetrahydro-4H-cyclohepta[c]pyrazol-1-yl]ethanone